1,3,5-tris(4'-amino[1,1'-biphenyl]-4-yl)-pyridine NC1=CC=C(C=C1)C1=CC=C(C=C1)N1CC(=CC(=C1)C1=CC=C(C=C1)C1=CC=C(C=C1)N)C1=CC=C(C=C1)C1=CC=C(C=C1)N